FC1=CC=C(C=C1)C(C)O 1-(4-fluorophenyl)ethan-1-ol